CS(=O)(=O)N1C[C@H](CCC1)N1C=NC2=C1C=C(C=C2)C2=CC=NC=C2 (S)-1-(1-(methylsulfonyl)piperidin-3-yl)-6-(pyridin-4-yl)-1H-benzo[d]imidazole